((1RS,2SR)-3-OXO-2-PENTYLCYCLOPENTYL)ACETATE O=C1[C@H]([C@H](CC1)CC(=O)[O-])CCCCC |r|